benzyl (2S)-2-[[[(2R,3R,5R)-5-(4-amino-2-oxopyrimidin-1-yl)-4,4-difluoro-3-hydroxyoxolan-2-yl]methoxy-phenoxyphosphoryl]amino]propanoate NC1=NC(N(C=C1)[C@H]1C([C@@H]([C@H](O1)COP(=O)(OC1=CC=CC=C1)N[C@H](C(=O)OCC1=CC=CC=C1)C)O)(F)F)=O